Methyl (±)-trans-1-benzyl-4-(3-fluorophenyl)pyrrolidine-3-carboxylate C(C1=CC=CC=C1)N1C[C@H]([C@@H](C1)C1=CC(=CC=C1)F)C(=O)OC |r|